4,4'-(anthracene-9,10-diyl)bis(1-methylpyridin-1-ium) bromide [Br-].C1=CC=CC2=C(C3=CC=CC=C3C(=C12)C1=CC=[N+](C=C1)C)C1=CC=[N+](C=C1)C.[Br-]